C1(CC1)C1=C(C(=O)N2CCC(CC2)C2=C(C#N)C=CC=C2)C=C(C(=C1)C)C1=NN=C(N1)COC (1-(2-cyclopropyl-5-(5-(methoxymethyl)-4H-1,2,4-triazol-3-yl)-4-methylbenzoyl)piperidin-4-yl)benzonitrile